FC(C(=O)O)(C(C(F)(F)F)(F)F)F perfluorobutanoic acid